FC([C@@H](C)OC=1C=2N(C=NC1C=1C=NNC1)N=C(N2)N[C@H](CF)C)F 8-(((R)-1,1-Difluoropropan-2-yl)oxy)-N-((S)-1-fluoropropan-2-yl)-7-(1H-pyrazol-4-yl)-[1,2,4]triazolo[1,5-c]pyrimidin-2-amine